2-(1-(3-bromo-4-fluorophenyl)-1H-pyrazol-4-yl)propanoic acid BrC=1C=C(C=CC1F)N1N=CC(=C1)C(C(=O)O)C